ClC1=NC=CC(=C1Cl)NC1=NN(C2=NC(=CN=C21)N2CCC(CC2)(C)CNC(OC(C)(C)C)=O)CC2=CC=C(C=C2)OC tert-butyl ((1-(3-((2,3-dichloropyridin-4-yl)amino)-1-(4-methoxybenzyl)-1H-pyrazolo[3,4-b]pyrazin-6-yl)-4-methylpiperidin-4-yl)methyl)carbamate